OC=1C=CC=C(C#N)C1 5-hydroxy-benzonitrile